BrC1=CC(=NC=C1)NCC(F)(F)F 4-bromo-N-(2,2,2-trifluoroethyl)pyridin-2-amine